COC1=CC=C(C=C1)S(=O)(=O)N=CN(C)C N'-((4-methoxyphenyl)sulfonyl)-N,N-dimethylformimidamide